N-tritylmethanesulfinamide C(C1=CC=CC=C1)(C1=CC=CC=C1)(C1=CC=CC=C1)NS(=O)C